NCC1(CCN(CC1)C=1C(=NC(=C(N1)C)C1=C(C(=CC=C1)Cl)Cl)CO)CC1COCC1 (3-(4-(aminomethyl)-4-((tetrahydrofuran-3-yl)methyl)piperidin-1-yl)-6-(2,3-dichlorophenyl)-5-methylpyrazin-2-yl)methanol